C(C)OCCN1C(=C(C2=CC=CC=C12)C=O)C(F)(F)F 1-(2-ethoxyethyl)-2-(trifluoromethyl)-1H-indole-3-carboxaldehyde